The molecule is a tetrahydro-4-hydroxyphenylpyruvic acid with (1R,4R)-stereochemistry. It has a role as a bacterial metabolite. It is a conjugate acid of a 3-[(1R,4R)-4-hydroxycyclohex-2-en-1-yl]pyruvate. C1C[C@H](C=C[C@H]1CC(=O)C(=O)O)O